(E)-3-(4-Decoxyphenyl)-1-(2,4,6-trihydroxyphenyl)prop-2-en-1-one C(CCCCCCCCC)OC1=CC=C(C=C1)/C=C/C(=O)C1=C(C=C(C=C1O)O)O